(S)-ethyl 3-(2-((1-(2-((4-azido-2,2-dimethylbutyl) (6-methylpyridin-2-yl) carbamoyl)-5-methoxyphenyl) piperidin-4-yl) methoxy) pyridin-4-yl)-3-cyclopropylpropanoate N(=[N+]=[N-])CCC(CN(C(=O)C1=C(C=C(C=C1)OC)N1CCC(CC1)COC1=NC=CC(=C1)[C@@H](CC(=O)OCC)C1CC1)C1=NC(=CC=C1)C)(C)C